N1=CC=C(C=C1)C=1C=CC=NC1 4,5-bipyridine